5-{6-[2-(4,6-Dichloro-2-methyl-indol-1-yl)-ethylamino]-pyrimidin-4-yl}-3-ethoxy-thiophen ClC1=C2C=C(N(C2=CC(=C1)Cl)CCNC1=CC(=NC=N1)C1=CC(=CS1)OCC)C